4,6-dichlorophenoxazine ClC1=CC=CC=2NC3=CC=CC(=C3OC12)Cl